C1(CC1)C1(CN(CC1)C1=NC(=CC2=C1N=C(N=C2)NC2=CC=C(C=C2)N2CC1(C2)CN(C1)C)C)C#N 3-cyclopropyl-1-(6-methyl-2-((4-(6-methyl-2,6-diazaspiro[3.3]heptan-2-yl)phenyl)amino)pyrido[3,4-d]pyrimidin-8-yl)pyrrolidine-3-carbonitrile